N-(4-trifluoromethyl-phenyl)pyrrolidine FC(C1=CC=C(C=C1)N1CCCC1)(F)F